CS(=O)(=O)NC1CN(CCC1)C(=O)OC(C)(C)C Tert-Butyl 3-(methylsulfonamido)piperidine-1-carboxylate